γ-(4-bromo-benzyl)-proline BrC1=CC=C(CC2C[C@H](NC2)C(=O)O)C=C1